Cyanomethyl 4-(4-(dimethylamino)phenyl)-2-(pent-4-enamidomethyl)oxazole-5-carboxylate CN(C1=CC=C(C=C1)C=1N=C(OC1C(=O)OCC#N)CNC(CCC=C)=O)C